ClC1=C(C=CC(=C1)OCC(F)(F)F)C=1C=C2CC([C@H](C2=CC1F)NC(O[C@@H]1CN2CCC1CC2)=O)(C)C (S)-quinuclidin-3-yl ((R)-5-(2-chloro-4-(2,2,2-trifluoroethoxy)phenyl)-6-fluoro-2,2-dimethyl-2,3-dihydro-1H-inden-1-yl)carbamate